[C@H]12CC(C[C@H](CC1)N2)N(C=2SC=1N=C(SC1N2)C2=NC=C(C=N2)C=2C=NNC2)C N-[(1R,3s,5S)-8-Azabicyclo[3.2.1]octan-3-yl]-N-methyl-5-[5-(1H-pyrazol-4-yl)pyrimidin-2-yl][1,3]thiazolo[5,4-d][1,3]thiazol-2-amin